FC=1C=CC2=C([C@@H]3[C@H](O2)C3)C1CNC1=NC=C(C=3N1C=NN3)C3=CC1=C(S(C=C1)(=O)=O)C=C3 5-(5-((((1aR,6bR)-5-fluoro-1a,6b-dihydro-1H-cyclopropa[b]benzofuran-6-yl)methyl)amino)-[1,2,4]triazolo[4,3-c]pyrimidin-8-yl)benzo[b]thiophene 1,1-dioxide